(2R-4S)-4-[[(2S)-2-amino-4-methyl-pentanoyl]amino]-2-(4-boronobutyl)piperidine-2-carboxylic acid N[C@H](C(=O)N[C@@H]1C[C@@](NCC1)(C(=O)O)CCCCB(O)O)CC(C)C